S(O)(O)(=O)=O.CNN methyl-hydrazine sulfuric acid salt